C(C)(=O)C1(C(=O)OC(C1O)=O)O acetyl-tartaric acid anhydride